CC1=NC=NC=C1[C@@H]1[C@H](C1)C(=O)O trans-(1S,2S)-2-(4-methylpyrimidin-5-yl)cyclopropanecarboxylic acid